ClC1=C(C(=O)NC=2C=NC(=C(C2)Cl)C(=O)N2[C@@H](CC(C2)(F)F)C#N)C=C(C(=C1)C1=C(C=NC=C1)C#C)F (S)-2-chloro-N-(5-chloro-6-(2-cyano-4,4-difluoropyrrolidine-1-carbonyl)pyridin-3-yl)-4-(3-ethynylpyridin-4-yl)-5-fluorobenzamide